N-(2-(2-(2,2-difluoroethylamino)pyrimidin-4-yl)-1-methyl-1H-pyrrolo[3,2-c]pyridin-6-yl)-1-isopropyl-1H-pyrazole-4-carboxamide FC(CNC1=NC=CC(=N1)C1=CC=2C=NC(=CC2N1C)NC(=O)C=1C=NN(C1)C(C)C)F